pentalenevaleric acid C1(=CC=C2C=CC=C12)CCCCC(=O)O